COC1=CC=C(C=N1)OC1CC2C(CN(C2)C(=O)OC(C)(C)C)C1 Tert-butyl 5-((6-methoxypyridin-3-yl)oxy)hexahydrocyclopenta[c]pyrrole-2(1H)-carboxylate